2-(2-methylphenoxy)acetaldehyde CC1=C(OCC=O)C=CC=C1